N-tert.-Butyl-4-[[2-(2-furyl)acetyl]amino]pyridin C(C)(C)(C)N1CC=C(C=C1)NC(CC=1OC=CC1)=O